2-(3,4-dichlorophenyl)-2-oxoacetaldehyde ClC=1C=C(C=CC1Cl)C(C=O)=O